N-(2-(4-(4-ethylpiperazine-1-yl)piperidine-1-yl)-4-methoxy-5-((6-((R)-3-phenylisoxazolidine-2-yl)pyrimidine-4-yl)amino)phenyl)acrylamide C(C)N1CCN(CC1)C1CCN(CC1)C1=C(C=C(C(=C1)OC)NC1=NC=NC(=C1)N1OCC[C@@H]1C1=CC=CC=C1)NC(C=C)=O